naphthimidazole N1=CNC2=C1C1=CC=CC=C1C=C2